piperazin-1-carbaldehyde N1(CCNCC1)C=O